4-(3'-sulfamoyl-[1,1'-biphenyl]-4-yl)-1H-1,2,3-triazole-5-carboxylic acid S(N)(=O)(=O)C=1C=C(C=CC1)C1=CC=C(C=C1)C=1N=NNC1C(=O)O